C(\C=C\CCCCCCCCCCC)=O (2E)-2-tetradecenealdehyde